6-methyl-4-hydroxypyranone CC1=CC(=CC(O1)=O)O